C(=O)(OC(C)(C)C)N[C@H](CC1=CC=C(C=C1)Cl)C(=O)O Boc-4-chloro-D-phenylalanine